C(CCCCC)(=O)NCC(=O)O N-caproyl-glycine